7-bromo-8-fluoro-10-phenyl-1,10,11,11a-tetrahydro-3H-spiro[benzo[f]pyrrolo[1,2-b][1,2,5]thiadiazepine-2,1'-cyclopropane] 5,5-dioxide BrC1=CC2=C(N(CC3N(S2(=O)=O)CC2(CC2)C3)C3=CC=CC=C3)C=C1F